CNC1=NC2=CC=C(C=C2C(=N1)NC)C=1C=C(C=CC1)NC(C=C)=O N-{3-[2,4-bis(methylamino)quinazolin-6-yl]phenyl}prop-2-enamide